FC1=CC=C2C=CC(=NC2=C1C=1C(=NC(=CC1)N)N)C 3-(7-fluoro-2-methylquinolin-8-yl)pyridine-2,6-diamine